7-(3-methyl-4-((2R,3S,4S,5S,6R)-3,4,5-trihydroxy-6-(hydroxymethyl)tetrahydro-2H-pyran-2-yloxy)phenyl)isoquinolin-1(2H)-one CC=1C=C(C=CC1O[C@H]1O[C@@H]([C@H]([C@@H]([C@@H]1O)O)O)CO)C1=CC=C2C=CNC(C2=C1)=O